ethyl (E)-3-(4-(sec-butoxy)phenyl)-2-methylacrylate C(C)(CC)OC1=CC=C(C=C1)/C=C(/C(=O)OCC)\C